C(C)(C)(C)OC(=O)N1CCC(CC1)N(C=1N=NC(=CC1)C1=CC=C(C=2N=CSC21)C=2C=NN(C2)C2OCCCC2)CC.BrC2=C(C=CC=C2)C2C(NCCN2)=O 3-(2-bromophenyl)piperazin-2-one tert-butyl-4-[ethyl(6-{4-[1-(oxan-2-yl)pyrazol-4-yl]-1,3-benzothiazol-7-yl}pyridazin-3-yl)amino]piperidine-1-carboxylate